FC(CN1C(=NC=2C(=NC(=CC21)C)C2=CC(=C(C=C2)C(=O)N2CCOCC(C2)(F)F)F)C(F)(F)F)F (4-(1-(2,2-difluoroethyl)-6-methyl-2-(trifluoromethyl)-1H-imidazo[4,5-c]pyridin-4-yl)-2-fluorophenyl)(6,6-difluoro-1,4-oxazepan-4-yl)methanone